(S)-3-((1R,3R)-1-(2,6-difluoro-4-(2-(3-(fluoromethyl)azetidin-1-yl)ethoxy)phenyl)-3-methyl-1,3,4,9-tetrahydro-2H-pyrido[3,4-b]indol-2-yl)-2-methylpropane-1,2-diol FC1=C(C(=CC(=C1)OCCN1CC(C1)CF)F)[C@H]1N([C@@H](CC2=C1NC1=CC=CC=C21)C)C[C@@](CO)(O)C